ClC1=CC2=C(N(C(N=C2N2[C@H](CN([C@@H](C2)C)C(C=C)=O)C)=O)C=2C(=NC=CC2C)C(C)C)N=C1C1=C(C=CC=C1)N(C)C (M)-6-Chloro-7-[2-(dimethylamino)phenyl]-4-[(2S,5R)-2,5-dimethyl-4-prop-2-enoyl-piperazin-1-yl]-1-(2-isopropyl-4-methyl-3-pyridyl)pyrido[2,3-d]pyrimidin-2-one